(±)-1-(sec-butyl)-4-(3-methoxy-3-oxopropanamido)-3-methyl-1H-pyrazole-5-carboxylic acid ethyl ester C(C)OC(=O)C1=C(C(=NN1[C@H](C)CC)C)NC(CC(=O)OC)=O |r|